(4-(ethylsulfonyl)benzyl)-4-(4-(cyclopentylcarbonyl)piperazin-1-yl)benzamide C(C)S(=O)(=O)C1=CC=C(CC2=C(C(=O)N)C=CC(=C2)N2CCN(CC2)C(=O)C2CCCC2)C=C1